ClC1=CC=C(C=C1)C1(CC(C1)C(=O)OCC)F ethyl 3-(4-chlorophenyl)-3-fluoro-cyclobutanecarboxylate